cis-3-(4-(5-chloro-6-(4-(3-methyloxetan-3-yl)piperazin-1-yl)-1H-indazol-1-yl)-1H-pyrazol-1-yl)-N-methylcyclobutane-1-carboxamide ClC=1C=C2C=NN(C2=CC1N1CCN(CC1)C1(COC1)C)C=1C=NN(C1)[C@H]1C[C@H](C1)C(=O)NC